C(#N)CC(=C(CC#N)CC)CC 1,4-dicyano-2,3-diethyl-2-butene